4-iodo-5-(((2-methoxyethyl)(methyl)amino)methyl)-1-methylpyridin-2(1H)-one IC1=CC(N(C=C1CN(C)CCOC)C)=O